tert-butyl (4-bromo-7-fluorobenzo[d]thiazol-2-yl)(methyl)carbamate BrC1=CC=C(C2=C1N=C(S2)N(C(OC(C)(C)C)=O)C)F